C1(CC1)C1=C(N=NC(=C1)C=1C(=NC(=NC1)OC)OC)OC 4-Cyclopropyl-6-(2,4-dimethoxypyrimidin-5-yl)-3-methoxy-pyridazine